6-fluoro-9H-carbazole FC=1C=C2C=3C=CC=CC3NC2=CC1